2-isopropyl-4-methyl-pyridin-3-amine C(C)(C)C1=NC=CC(=C1N)C